4-(2-(pyridin-2-yl)ethoxy)aniline N1=C(C=CC=C1)CCOC1=CC=C(N)C=C1